3-(2-((1-methyl-1H-pyrazol-4-yl)amino)-5-(methylsulfonyl)pyrimidin-4-yl)-N-(2,2,2-trifluoroethyl)-8-azabicyclo[3.2.1]oct-2-ene-8-carboxamide CN1N=CC(=C1)NC1=NC=C(C(=N1)C1=CC2CCC(C1)N2C(=O)NCC(F)(F)F)S(=O)(=O)C